C(=O)[C@H]1N(CC2=CC=CC=C2C1)C(=O)OC(C)(C)C tert-butyl (S)-3-formyl-3,4-dihydroisoquinoline-2(1H)-carboxylate